(3-hydroxy-6-(3-methoxyphenyl)pyrazine-2-carbonyl)glycine methyl ester COC(CNC(=O)C1=NC(=CN=C1O)C1=CC(=CC=C1)OC)=O